tantalum-chromium [Cr].[Ta]